4-(4-acryloyl-3,4-dihydro-2H-benzo[b][1,4]thiazin-8-yl)-5-fluoro-2,3-dimethyl-1H-indole-7-carboxamide C(C=C)(=O)N1C2=C(SCC1)C(=CC=C2)C2=C1C(=C(NC1=C(C=C2F)C(=O)N)C)C